C(C)(C)(C)C=1C=C(C=CC1)[C@H]1CC2(CN(C2)C(=O)C2CC(C2)(C)O)CC1 |r| (rac)-(6-(3-(tert-Butyl)phenyl)-2-azaspiro[3.4]octan-2-yl)((1s,3s)-3-hydroxy-3-methylcyclobutyl)methanon